C(CCCCCCCCCCCCCCCCC)OC(C(C)C1=CC(=C(C(=C1)C(C)(C)C)O)C(C)(C)C)=O (4-hydroxy-3,5-di-tert-butylphenyl)propanoic acid octadecyl ester